(1-methoxy-2-methylpropan-2-yl)-2-(pyridin-4-yl)-1,7-naphthyridin-4-amine COCC(C)(C)C=1C(=NC2=CN=CC=C2C1N)C1=CC=NC=C1